O=C1N(CCC(N1COCC[Si](C)(C)C)=O)C1=CC=C(C=C1)N1CC(C1)C=O 1-(4-(2,4-dioxo-3-((2-(trimethylsilyl)ethoxy)methyl)tetrahydropyrimidin-1(2H)-yl)phenyl)azetidine-3-carbaldehyde